C(C)(C)(C)C1=CC(=C(C(=C1)C)B1OC(C(O1)(C)C)(C)C)OC1=C(C=C(C=C1)F)OC 2-[4-tert-butyl-2-(4-fluoro-2-methoxy-phenoxy)-6-methyl-phenyl]-4,4,5,5-tetramethyl-1,3,2-dioxaborolane